[1-(3-chloro-2-piperazin-1-yl-6-quinolinyl)imidazol-4-yl]methylamine dihydrochloride Cl.Cl.ClC=1C(=NC2=CC=C(C=C2C1)N1C=NC(=C1)CN)N1CCNCC1